1-(4-fluorophenyl)cyclobutan-1-amine hydrochloride Cl.FC1=CC=C(C=C1)C1(CCC1)N